O1C(=NC2=C1C=CC=C2)C2=CC=C(C=C2)N(C2=CC=C(C=C2)C2=CC1=C(N=C(O1)C1=CC=CC=C1)C=C2)C2=CC=C(C=C2)C2=CC1=CC=CC=C1C=C2 N-(4-benzoxazol-2-yl-phenyl)-N-(4-naphthalen-2-yl-phenyl)-N-{4-(2-phenyl-benzoxazol-6-yl)-phenyl}-amine